C12CNCC(CC1)N2C2=C(N(C=1N(C2=O)N=C(N1)C=1CCOCC1)CC(=O)NC1=C(C=C(C=C1)C(F)(F)F)Cl)CC 2-(6-(3,8-diazabicyclo[3.2.1]octan-8-yl)-2-(3,6-dihydro-2H-pyran-4-yl)-5-ethyl-7-oxo-[1,2,4]triazolo[1,5-a]pyrimidin-4(7H)-yl)-N-(2-chloro-4-(trifluoromethyl)phenyl)acetamide